5,7-Dimethoxy-3-(4-pyridinyl)quinoline COC1=C2C=C(C=NC2=CC(=C1)OC)C1=CC=NC=C1